OC(COC=1C=C(C=2N(C1)N=CC2C#N)C=2C=NC(=CC2)N2CCN(CCC2)C(C2=CN=C(C=C2)OC)=O)(C)C 6-(2-hydroxy-2-methylpropyloxy)-4-(6-(4-(6-methoxynicotinoyl)-1,4-diazepan-1-yl)pyridin-3-yl)pyrazolo[1,5-a]pyridine-3-carbonitrile